C1(=CC=CC=C1)[C@H]1CC[C@H](CC1)OC[C@@H]1N(CC[C@@H]1NS(=O)(=O)C1=CC=CC=C1)C(=O)OC methyl (CIS)-2-((((CIS)-4-phenylcyclohexyl)oxy)methyl)-3-(phenylsulfonamido)pyrrolidine-1-carboxylate